3-((3R,4R)-3-((7-((1S,4S)-2,5-diazabicyclo[2.2.1]heptane-2-carbonyl)-7H-pyrrolo[2,3-d]pyrimidin-4-yl)(methyl)amino)-4-methylpiperidin-1-yl)-3-oxopropionitrile [C@@H]12N(C[C@@H](NC1)C2)C(=O)N2C=CC1=C2N=CN=C1N([C@H]1CN(CC[C@H]1C)C(CC#N)=O)C